C(C)(C)(C)OC(=O)NC=1N=C(C2=C(N1)C=NN2CC2=C(C=C(C(=O)OC)C=C2)OC)O methyl 4-((5-((tert-butoxycarbonyl)amino)-7-hydroxy-1H-pyrazolo[4,3-d]pyrimidin-1-yl)methyl)-3-methoxybenzoate